[4-[4-(2-methoxy-phenyl)-piperidin-1-yl]-2-(1-methyl-cyclopropyl)-quinazolin-6-yl]-methyl-(2-pyrrolidin-1-yl-ethyl)-amine COC1=C(C=CC=C1)C1CCN(CC1)C1=NC(=NC2=CC=C(C=C12)N(CCN1CCCC1)C)C1(CC1)C